2-methyl-8-phenyl-1,2,3,4-tetrahydroisoquinoline CN1CC2=C(C=CC=C2CC1)C1=CC=CC=C1